FCC1=C(C=C)C(=CC(=C1)CF)CF 2,4,6-trifluoromethylstyrene